3-ethyl-5-(trifluoromethyl)phenol C(C)C=1C=C(C=C(C1)C(F)(F)F)O